Methyl (2-bromothiazole-4-carbonyl)-L-serinate BrC=1SC=C(N1)C(=O)N[C@@H](CO)C(=O)OC